vinylimidazoleAt C(=C)C=1N=C(NC1)C(=O)[O-]